6-N-(2-amino-2-phenylethyl)-4-N-(4-fluorophenyl)-1-methylpyrazolo[3,4-d]pyrimidine-4,6-diamine NC(CNC1=NC(=C2C(=N1)N(N=C2)C)NC2=CC=C(C=C2)F)C2=CC=CC=C2